bis(2-phenylethyl)urea C1(=CC=CC=C1)CCNC(NCCC1=CC=CC=C1)=O